2,6-bis[N,N-di-(2-naphthyl)amino]fluorene C1=C(C=CC2=CC=CC=C12)N(C1=CC2=CC=CC=C2C=C1)C1=CC=2CC3=CC=C(C=C3C2C=C1)N(C1=CC2=CC=CC=C2C=C1)C1=CC2=CC=CC=C2C=C1